2-(propylthio)-1-propene C(CC)SC(=C)C